CN(C1=NC(=CC2=C1N=C(N2C)C2CCN(CC2)C)C2=NN(C1=C(N=C(C=C12)C=1C=NC=CC1OC)C)C(=O)OC(C)(C)C)C tert-butyl 3-(4-(dimethylamino)-1-methyl-2-(1-methylpiperidin-4-yl)-1H-imidazo[4,5-c]pyridin-6-yl)-5-(4-methoxypyridin-3-yl)-7-methyl-1H-pyrazolo[3,4-c]pyridine-1-carboxylate